CN(C(C=C)=O)[C@@H]1C[C@@H](C1)OC=1C=2N(C=C(N1)C=1C=NN(C1)[C@@H]1COCC1)N=CC2 N-methyl-N-((cis)-3-((6-(1-((S)-tetrahydrofuran-3-yl)-1H-pyrazol-4-yl)pyrazolo[1,5-a]pyrazin-4-yl)oxy)cyclobutyl)acrylamide